5-bromo-3-(4-ethoxy-1H-pyrazol-1-yl)pyrazin-2-amine BrC=1N=C(C(=NC1)N)N1N=CC(=C1)OCC